5-Fluoro-2-[6-({1-[(3S)-6-[4-(2-hydroxyethyl)piperazin-1-yl]-2-methylhexan-3-yl]azetidin-3-yl}methyl)-4-methylpyrrolo[1,2-a]pyrazin-8-yl]-N-methyl-N-(isopropyl)benzamide FC=1C=CC(=C(C(=O)N(C(C)C)C)C1)C=1C=C(N2C1C=NC=C2C)CC2CN(C2)[C@H](C(C)C)CCCN2CCN(CC2)CCO